NC1=NC=CC(=N1)C1=CNC2=CC(=CC=C12)Cl 2-amino-4-(6-chloro-1H-indol-3-yl)pyrimidine